CC1=C(C=C(C=N1)NC(CN1CCCC1)=O)NC1=NN(C2=NC(=NC=C21)NC=2C=NN(C2)C)C N-(6-methyl-5-((1-methyl-6-((1-methyl-1H-pyrazol-4-yl)amino)-1H-pyrazolo[3,4-d]pyrimidin-3-yl)amino)pyridin-3-yl)-2-(pyrrolidin-1-yl)acetamide